C(C)OC=1C=C(C=CC1OC)[C@@H](CS(=O)(=O)C)N1C(C2=CC=C(C=C2C1=O)N1CCC(CC1)C=O)=O (S)-1-(2-(1-(3-ethoxy-4-methoxyphenyl)-2-(methylsulfonyl)ethyl)-1,3-dioxoisoindolin-5-yl)-piperidine-4-carbaldehyde